(±)-5-Benzyl-N-(8-Bromo-1-methyl-2-oxo-2,3,4,5-tetrahydro-1H-benzo[b]azepin-3-yl)-1H-1,2,4-triazole-3-carboxamide C(C1=CC=CC=C1)C1=NC(=NN1)C(=O)N[C@@H]1CCC2=C(N(C1=O)C)C=C(C=C2)Br |r|